C(#N)C[C@H]1N(CCN(C1)C=1C2=C(N=C(N1)OC[C@H]1N(CCC1)C)CN(CC2)C2=CC=CC1=CC=CC(=C21)C)C(=O)OCC2=CC=CC=C2 benzyl (2R)-2-(cyanomethyl)-4-[7-(8-methyl-1-naphthyl)-2-[[(2S)-1-methylpyrrolidin-2-yl]methoxy]-6,8-dihydro-5H-pyrido[3,4-d]pyrimidin-4-yl]piperazine-1-carboxylate